5-([1,1'-biphenyl]-4-carboxamido)-2-bromo-1H-imidazole-4-carboxamide C1(=CC=C(C=C1)C(=O)NC1=C(N=C(N1)Br)C(=O)N)C1=CC=CC=C1